C12(CC3CC(CC(C1)C3)C2)CN2N=CC(=C2C)C=2C(=NC(=CC2)N2CCCC3=C2N=NC(=C3C)NC=3SC2=C(N3)C=CC=C2)C(=O)O 3-{1-[(Adamantan-1-yl)methyl]-5-methyl-1H-pyrazol-4-yl}-6-{3-[(1,3-benzothiazol-2-yl)amino]-4-methyl-5H,6H,7H,8H-pyrido[2,3-c]pyridazin-8-yl}pyridine-2-carboxylic acid